C(C)(C)(C)OC(NC=1SC=C(N1)CN1C[C@@H](CC1)N(C)C)=O (4-{[(3R)-3-(dimethylamino)pyrrolidin-1-yl]methyl}-1,3-thiazol-2-yl)carbamic acid tert-butyl ester